CNC=1N=CC(=C2C=C(N=CC12)NC(=O)C1CC1)COC1=CC=CC=C1 N-(8-(methylamino)-5-(phenoxymethyl)-2,7-naphthyridin-3-yl)cyclopropanecarboxamide